C[SiH]([Si](SCCCC)(C)C)SCCCC 1,2,2-trimethyl-1,2-bis(butylthio)-disilane